5-[(4-Chlorophenyl)methoxy-methyl]-2-(3-chloro-2-pyridyl)pyrazole-3-carboxylic acid ClC1=CC=C(C=C1)COCC=1C=C(N(N1)C1=NC=CC=C1Cl)C(=O)O